C1(=CC=CC=C1)SC=1C(NNC(C1SC1=CC=CC=C1)=O)=O 4,5-diphenylmercapto-1,2-dihydropyridazine-3,6-dione